ClC1=C(C2=C(NC(O[C@@]23CN(CCC3)C(=O)C3=NN=C(N3)C3(CCC3)C3=CC=C(C=C3)F)=O)C=C1)F (R)-6-Chloro-5-fluoro-1'-(5-(1-(4-fluorophenyl)cyclobutyl)-4H-1,2,4-triazole-3-carbonyl)spiro[benzo[d][1,3]oxazine-4,3'-piperidin]-2(1H)-one